(R,E)-3-(6-aminopyridin-3-yl)-N-((7-chloro-5-(4-((3-fluoropyrrolidin-1-yl)sulfonyl)phenyl)benzofuran-2-yl)methyl)acrylamide NC1=CC=C(C=N1)/C=C/C(=O)NCC=1OC2=C(C1)C=C(C=C2Cl)C2=CC=C(C=C2)S(=O)(=O)N2C[C@@H](CC2)F